(S)-1-(6-methoxy-5-(trifluoromethyl)pyridin-3-yl)propan-2-ol COC1=C(C=C(C=N1)C[C@H](C)O)C(F)(F)F